N(=C=S)C=1C=CC=C2C(=C(NC12)C1=CC=CC=C1)C(CC(F)(F)F)C=1SC=CC1 7-isothiocyanato-2-phenyl-3-(3,3,3-trifluoro-1-(thiophen-2-yl)propyl)-1H-indole